[Mn].C(CCCCCCC\C=C/CCCCCCCC)(=O)O oleic acid manganese